2-(pyridin-2-yldisulfanyl)cycloheptan N1=C(C=CC=C1)SSC1CCCCCC1